ClC=1C=CC(=C(C1)N1CC(N(CC1=O)C(C(=O)NC1=CC2=CN(N=C2C=C1)C)CC1=C(C=C(C=C1)F)F)=O)N1N=NC(=C1)Cl 2-(4-(5-chloro-2-(4-chloro-1H-1,2,3-triazol-1-yl)phenyl)-2,5-dioxopiperazin-1-yl)-3-(2,4-difluorophenyl)-N-(2-methyl-2H-indazol-5-yl)propanamide